(5R)-3-(4-(3-thia-8-aza-bicyclo[3.2.1]oct-8-yl)-3-fluorophenyl)-5-(azidomethyl)oxazolidin-2-one C12CSCC(CC1)N2C2=C(C=C(C=C2)N2C(O[C@H](C2)CN=[N+]=[N-])=O)F